5-(5-cyano-2-nitrophenyl)nicotinic acid methyl ester COC(C1=CN=CC(=C1)C1=C(C=CC(=C1)C#N)[N+](=O)[O-])=O